N1CC(C1)C(=O)N1[C@H]([C@H](CCC1)NS(=O)(=O)C)CO[C@@H]1CC[C@@H](CC1)C(C)C N-(cis-1-(azetidin-3-ylcarbonyl)-2-(((cis-4-isopropylcyclohexyl)oxy)methyl)-piperidin-3-yl)methanesulfonamide